2-[4-fluoro-1-oxo-6-(4-piperazin-1-ylphenyl)isoindolin-2-yl]-N-(2-pyridyl)acetamide FC1=C2CN(C(C2=CC(=C1)C1=CC=C(C=C1)N1CCNCC1)=O)CC(=O)NC1=NC=CC=C1